(RS)-(4-Pyrrolidin-3-yl-phenyl)-carbamic acid 2-(3-chloro-phenyl)-ethylester ClC=1C=C(C=CC1)CCOC(NC1=CC=C(C=C1)[C@@H]1CNCC1)=O |r|